C(C)N(C=1C=C2[O+]=C3C=C4C(C(C3=CC2=CC1)(C)C)=CC1=CC=C(C=C1O4)N(CCCCCC(=O)O)CC)CC 6-[[9-(diethylamino)-13,13-dimethyl-chromeno[3,2-b]xanthene-7-ium-3-yl]-ethyl-amino]hexanoic acid